C(C)(C)(C)OC(N(C)CC#CC1=NC=C(C(=C1)F)O)=O [3-(4-fluoro-5-hydroxy-2-pyridyl)prop-2-ynyl]-N-methyl-carbamic acid tert-butyl ester